(2-((1S,3R)-3-((6-(1-(1-ethoxyethyl)-1H-pyrazol-4-yl)-5-isopropyl-[1,2,4]triazolo[1,5-a]pyridin-2-yl)amino)cyclohexyl)-3-oxoisoindolin-5-yl)carbamate C(C)OC(C)N1N=CC(=C1)C=1C=CC=2N(C1C(C)C)N=C(N2)N[C@H]2C[C@H](CCC2)N2CC1=CC=C(C=C1C2=O)NC([O-])=O